C(CCC)[C@H]1N(S(C2=C(N(C1)C1=CC=CC=C1)C=C(C(=C2)O\C=C(\C(=O)O)/F)SC)(=O)=O)C (R)-(Z)-3-((3-butyl-2-methyl-7-(methylthio)-1,1-dioxido-5-phenyl-2,3,4,5-tetrahydro-1,2,5-benzothiadiazepin-8-yl)oxy)-2-fluoroacrylic acid